4-methoxy-N-(1-methyl-3-(trifluoromethyl)-1H-pyrazol-5-yl)benzamide COC1=CC=C(C(=O)NC2=CC(=NN2C)C(F)(F)F)C=C1